N-(1-(Difluoromethyl)cyclobutyl)-2-methyl-5-((4-methylthiazol-5-yl)methoxy)benzofuran-3-carboxamide FC(C1(CCC1)NC(=O)C1=C(OC2=C1C=C(C=C2)OCC2=C(N=CS2)C)C)F